[C@H]12C([C@H]3CC[C@H](C[C@H]31)C2)=CC(=O)OC(C)(C)C |r| (±)-tert-butyl 2-((1R,3S,6R,8R)-tricyclo[4.2.1.03,8]nonan-2-ylidene)acetate